racemic-6-chloro-10,10a-dihydro-1H-oxazolo[3',4':3,4]imidazo[1,2-c]pyrimidin-8(3H)-one ClC=1C=C2N(C(N1)=O)C[C@H]1N2COC1 |r|